(S)-2-((1-(2-(bis(3-methylphenyl)methylene)hydrazineyl)-1-oxopropan-2-yl)carbamoyl)-4-methoxypyridin-3-yl isobutyl carbonate C(OC=1C(=NC=CC1OC)C(N[C@H](C(=O)NN=C(C1=CC(=CC=C1)C)C1=CC(=CC=C1)C)C)=O)(OCC(C)C)=O